C(C)(C)(C)N(C(O)=O)CCOC1=CC=C(C=C1)C[C@@H](COCC)NC1=C(C=NC2=CC=CC=C12)N.COC=1C=C(CC(C(=O)O)C2=CC=CC=3C4=CC=CC=C4CC23)C=CC1 (m-methoxybenzylcarboxymethyl)fluorene tert-butyl-(S)-(2-(4-(2-((3-aminoquinolin-4-yl)amino)-3-ethoxypropyl)phenoxy)ethyl)carbamate